2'-chloro-5'-methoxy-6-methyl-N-(5-(((R)-1-((S)-tetrahydrofuran-3-yl)piperidin-3-yl)oxy)-1,3,4-thiadiazol-2-yl)-[4,4'-bipyridine]-3-carboxamide ClC1=NC=C(C(=C1)C1=C(C=NC(=C1)C)C(=O)NC=1SC(=NN1)O[C@H]1CN(CCC1)[C@@H]1COCC1)OC